NC1=C(C(=O)O)C=CC(=C1)CC(F)(F)F 2-Amino-4-(2,2,2-trifluoroethyl)benzoic Acid